N[C@H](C(=O)O)CN(C1=CC=CC=C1)C (S)-2-amino-3-(methyl(phenyl)amino)propanoic acid